CC1(N(C(CCC1)(C)C)OC(C)C1=CC=CC=C1)C 2,2,6,6-tetramethyl-1-(1-phenylethoxy)piperidine